(S)-((R)-1-(3-(4-tert-butoxy-4-oxobutanamido)phenyl)-3-(3,4-dimethoxyphenyl)propyl) 1-(4-(acryloyloxy)-3,3-dimethyl-2-oxobutanoyl)-4-methylpiperazine-2-carboxylate C(C=C)(=O)OCC(C(C(=O)N1[C@@H](CN(CC1)C)C(=O)O[C@H](CCC1=CC(=C(C=C1)OC)OC)C1=CC(=CC=C1)NC(CCC(=O)OC(C)(C)C)=O)=O)(C)C